S1C=C(C2=C1C=CC=C2)CC(C)N 1-(Benzothien-3-yl)propan-2-amine